FC1CN(C1)C1=CC=C(C=N1)C1=CC=CC=2N1N=CC2C(=O)N2CCCCC2 (7-(6-(3-fluoroazetidin-1-yl)pyridin-3-yl)pyrazolo[1,5-a]pyridin-3-yl)(piperidin-1-yl)methanone